C(C)N(C(=O)[C@H]1CN([C@@H]2CC3=CNC4=CC=CC(C2=C1)=C34)C)CC 9,10-didehydro-N,N-diethyl-6-methylergoline-8b-carboxamide